C[C@H]1[C@@H](C(=O)N1S(=O)(=O)[O-])NC(=O)/C(=N\\OC(C)(C)C(=O)O)/C2=CSC(=[NH+]2)N The molecule is a synthetic monocyclic beta-lactam antibiotic (monobactam), used primarily to treat infections caused by Gram-negative bacteria. It inhibits mucopeptide synthesis in the bacterial cell wall, thereby blocking peptidoglycan crosslinking. It has a role as a drug allergen, an EC 2.4.1.129 (peptidoglycan glycosyltransferase) inhibitor and an antibacterial drug. It is a beta-lactam antibiotic allergen and a monobactam.